C(C)OC[C@@]1(CN(CC1)C(C)(C)C=1C=NC(=CC1)C)CCN1C=NC2=C1C=CC(=C2)F (R)-1-(2-(3-(ethoxymethyl)-1-(2-(6-methylpyridin-3-yl)propan-2-yl)pyrrolidin-3-yl)ethyl)-5-fluoro-1H-benzo[d]imidazole